sodium (Z)-4-ethoxy-4-oxobut-2-en-2-olate C(C)OC(\C=C(\C)/[O-])=O.[Na+]